(7R)-7-(benzyloxymethyl)-3-bromo-5-oxa-2-thia-8,11-diazatricyclo[6.4.1.04,13]trideca-1(13),3-dien-12-one C(C1=CC=CC=C1)OC[C@@H]1COC2=C(SC=3C(NCCN1C32)=O)Br